2-((allyloxy)methyl)-2-(hydroxymethyl)propane-1,3-diol C(C=C)OCC(CO)(CO)CO